C[Si](N[Si](C)(C)C)(C)C hexa-methyldisilazane